(R)-3-(6-chloro-2-(2-methylpyrimidine-5-carbonyl)-1,2,3,4-tetrahydroisoquinolin-8-yl)morpholine-4-carboxylic acid tert-butyl Ester C(C)(C)(C)OC(=O)N1[C@@H](COCC1)C=1C=C(C=C2CCN(CC12)C(=O)C=1C=NC(=NC1)C)Cl